(1-(2-chloro-5-((1-(2-fluoroethyl)-1H-pyrazol-4-yl)ethynyl)pyridin-4-yl)azetidin-3-yl)propan-2-ol ClC1=NC=C(C(=C1)N1CC(C1)CC(C)O)C#CC=1C=NN(C1)CCF